BrCCCC1CO1 2-(3-bromopropyl) ethylene oxide